C(C)OC(CCNC1=NN(C2=C(C=CC=C12)OCCN1[C@H](CN(C[C@H]1C)C(=O)OCC1=CC=CC=C1)C)C)=O Benzyl (3s,5r)-4-(2-((3-((3-ethoxy-3-oxopropyl) amino)-1-methyl-1H-indazol-7-yl) oxy) ethyl)-3,5-dimethylpiperazine-1-carboxylate